O=C1NC(CCC1C=1C=C(CN2CCN(CC2)C2=CC=C(N=N2)C2=CC=C3CN(C(C3=C2)=O)C(C(=O)NC=2SC=CN2)C2=C(C=CC(=C2)F)O)C=CC1)=O 2-(6-(6-(4-(3-(2,6-dioxopiperidin-3-yl)benzyl)piperazin-1-yl)pyridazin-3-yl)-1-oxoisoindolin-2-yl)-2-(5-fluoro-2-hydroxyphenyl)-N-(thiazol-2-yl)acetamide